(1R,3r,5S)-8-azabicyclo[3.2.1]octan-3-yl 5-cyclopropyl-3-(spiro[2.5]octan-6-yl)isoxazole-4-carboxylate C1(CC1)C1=C(C(=NO1)C1CCC2(CC2)CC1)C(=O)OC1C[C@H]2CC[C@@H](C1)N2